benzyl 5-((1-(tert-butoxycarbonyl)piperidin-4-ylidene)methyl)-8-fluoro-3,4-dihydroisoquinoline-2(1H)-carboxylate C(C)(C)(C)OC(=O)N1CCC(CC1)=CC1=C2CCN(CC2=C(C=C1)F)C(=O)OCC1=CC=CC=C1